CC1=CC=2N(C=C1C1CCN(CC1)S(=O)(=O)C=1C=NN3C1NCCC3)N=CN2 7-methyl-6-(1-((4,5,6,7-tetrahydropyrazolo[1,5-a]pyrimidin-3-yl)sulfonyl)piperidin-4-yl)-[1,2,4]triazolo[1,5-a]pyridine